C1(CC1)S(=O)(=O)N1N=CC(=C1)C1=NC=CC(=N1)NC1=NC=C(C(=C1)NC(C)C)C#CC=1N=C(SC1)CF N2-(2-(1-(cyclopropylsulfonyl)-1H-pyrazol-4-yl)pyrimidin-4-yl)-5-((2-(fluoromethyl)thiazol-4-yl)ethynyl)-N4-isopropylpyridine-2,4-diamine